COC=1C=CC=2C3=C(N(C2C1)C)C(N(N=C3)CC3=C1C=NN(C1=CC=C3)COCC[Si](C)(C)C)=O 7-methoxy-5-methyl-3-((1-((2-(trimethylsilyl)ethoxy)methyl)-1H-indazol-4-yl)methyl)-3,5-dihydro-4H-pyridazino[4,5-b]indol-4-one